6-(5-fluorobenzo[d]thiazol-7-yl)-N-((3-(tetrahydro-2H-pyran-4-yl)phenyl)sulfonyl)-2-(1-(trifluoromethyl)cyclopropane-1-carbonyl)-2,6-diazaspiro[3.4]octane-8-carboxamide FC=1C=C(C2=C(N=CS2)C1)N1CC2(CN(C2)C(=O)C2(CC2)C(F)(F)F)C(C1)C(=O)NS(=O)(=O)C1=CC(=CC=C1)C1CCOCC1